acrylic acid-2,4-dioxopentyl ester O=C(COC(C=C)=O)CC(C)=O